N-[1-{5-[2-(aminomethyl)-3-chlorophenyl]thiophen-2-yl}ethyl]-6,7-dimethoxy-2-methylquinazolin-4-amine NCC1=C(C=CC=C1Cl)C1=CC=C(S1)C(C)NC1=NC(=NC2=CC(=C(C=C12)OC)OC)C